2-[6-({1-[(3S)-1-(1,3-dioxolan-2-yl)-4-methylpentan-3-yl]azetidin-3-yl}methyl)-4-methylpyrrolo[1,2-a]pyrazin-8-yl]-5-fluoro-N-methyl-N-(isopropyl)benzamide O1C(OCC1)CC[C@@H](C(C)C)N1CC(C1)CC1=CC(=C2N1C(=CN=C2)C)C2=C(C(=O)N(C(C)C)C)C=C(C=C2)F